C(O)(=O)OCC=CC1=CC=CC=C1 cinnamyl alcohol carbonate